ClC1=CC(=C(C=C1C1=CC=NS1)NS(=O)(=O)C=1C=C(C(=O)O)C=CC1C1CC1)OC1CCCC1 3-(N-(4-chloro-2-(cyclopentyloxy)-5-(isothiazol-5-yl)phenyl)sulfamoyl)-4-cyclopropylbenzoic acid